N-(3-(4-(4-Aminothieno[3,2-d]pyrimidin-7-yl)-1H-pyrazol-1-yl)-4-methylphenyl)-3-(Trifluoromethyl)benzamide NC=1C2=C(N=CN1)C(=CS2)C=2C=NN(C2)C=2C=C(C=CC2C)NC(C2=CC(=CC=C2)C(F)(F)F)=O